3-Amino-3-{[1-(4-methanesulfonamidophenyl)propan-2-yl]carbamoyl}propanoic acid NC(CC(=O)O)C(NC(CC1=CC=C(C=C1)NS(=O)(=O)C)C)=O